ClC1=CC(=C(C=C1)N1C(=NN=C1C1CCC(CC1)OC1=CC=CC=C1)C)OC 4-(4-chloro-2-methoxy-phenyl)-3-methyl-5-(4-phenoxy-cyclohexyl)-4H-[1,2,4]triazole